N1(C=NC=C1)C1=NC=CC(=N1)N1CCN(CC1)C(=O)[O-] 4-(2-imidazol-1-yl-pyrimidin-4-yl)-piperazine-1-carboxylate